C1(CC1)C=1C=CC=2N(C1)C=C(N2)CNC(=O)C=2N=C1N(C(C2)=O)C=CC=C1 N-({6-cyclopropylimidazo[1,2-a]pyridin-2-yl}methyl)-4-oxo-4H-pyrido[1,2-a]pyrimidine-2-carboxamide